CN1N=CC=C1C1=NC(=CC(=N1)C(=O)NC1=CC=CC2=CC=CC=C12)N1CCN(CC1)C(C=C)=O 2-(2-methylpyrazol-3-yl)-N-(1-naphthyl)-6-(4-prop-2-enoylpiperazin-1-yl)pyrimidine-4-carboxamide